4-(3-chloro-2-fluorophenyl)-5-fluoro-4-methyl-3,4-dihydroisoquinolin-1(2H)-one, methanesulfonate salt CS(=O)(=O)O.ClC=1C(=C(C=CC1)C1(CNC(C2=CC=CC(=C12)F)=O)C)F